The molecule is a member of the class of dihydrochalcones that is 1,3-diphenylpropan-1-one in which the phenyl group that is bonded to the carbonyl group is substituted by hydroxy groups at positions 2 and 4, an o-hydroxybenzyl group at position 3, and a methoxy group at position 6. A cytotoxic natural product found particularly in Uvaria acuminata and Uvaria chamae. It has a role as an antineoplastic agent and a plant metabolite. It is a resorcinol, an aromatic ether, a polyketide and a member of dihydrochalcones. COC1=C(C(=C(C(=C1)O)CC2=CC=CC=C2O)O)C(=O)CCC3=CC=CC=C3